((6-(6-bromo-4-fluoro-1H-benzo[d][1,2,3]triazol-1-yl)-1H-indazol-3-yl)methoxy)-2-((3,5-dimethylisoxazol-4-yl)methyl)malonic acid BrC=1C=C(C2=C(N(N=N2)C2=CC=C3C(=NNC3=C2)COC(C(=O)O)(C(=O)O)CC=2C(=NOC2C)C)C1)F